tert-butyl N-{2-[4-(1,3-benzoxazol-2-yl)-5-methoxy-1-methyl-6-oxopyrimidin-2-yl]-3-cyclobutyl-1,3-benzodiazol-5-yl}carbamate O1C(=NC2=C1C=CC=C2)C=2N=C(N(C(C2OC)=O)C)C=2N(C1=C(N2)C=CC(=C1)NC(OC(C)(C)C)=O)C1CCC1